[P].[Ni].ClC(=C(Cl)Cl)Cl tetrachloroethylene nickel phosphorus